[Br-].C1(=CC=CC=C1)[P+](CC=1C=NC=CC1)(C1=CC=CC=C1)C1=CC=CC=C1 triphenyl-(pyridin-3-ylmethyl)phosphonium bromide